N-{1-[1-(3-hydroxy-4-methylbenzoyl)azetidin-3-yl]-5-oxopyrrolidin-3-yl}-hexahydro-1H-pyrrolizine-7a-carboxamide OC=1C=C(C(=O)N2CC(C2)N2CC(CC2=O)NC(=O)C23CCCN3CCC2)C=CC1C